1-iodo-3,3-dimethylbutane ICCC(C)(C)C